4-benzyl-6-bromo-2-(prop-1-en-2-yl)-4H-thiazolo[5',4':4,5]pyrrolo[3,2-b]pyridine C(C1=CC=CC=C1)N1C2=C(C3=NC=C(C=C31)Br)SC(=N2)C(=C)C